NC1=C(C=C(C=C1)S(=O)(=O)N)Br 4-amino-3-bromo-benzenesulfonamide